((6-(6-cyclopropyl-5-fluoro-2-((4-(2-hydroxymethyl-4-methylpiperazin-1-yl)phenyl)amino)-7H-pyrrolo[2,3-d]pyrimidin-7-yl)pyridin-2-yl)imino)dimethyl-λ6-sulfanone C1(CC1)C1=C(C2=C(N=C(N=C2)NC2=CC=C(C=C2)N2C(CN(CC2)C)CO)N1C1=CC=CC(=N1)N=S(=O)(C)C)F